(3R,4S)-3-cyclopropyl-4-methyl-2-oxo-1-[6-[6-(trifluoromethyl)pyridin-3-yl]pyrrolo[1,2-b]pyridazin-4-yl]pyrrolidine-3-carbonitrile C1(CC1)[C@]1(C(N(C[C@H]1C)C=1C=2N(N=CC1)C=C(C2)C=2C=NC(=CC2)C(F)(F)F)=O)C#N